1-(3-(Pyridin-4-yl)-1H-pyrazol-5-yl)-4-(3,3,3-trifluoropropyl)piperidin-2-one N1=CC=C(C=C1)C1=NNC(=C1)N1C(CC(CC1)CCC(F)(F)F)=O